5-(cyclopropylmethoxy)-2-fluoro-3-(5-Methylthiazol-2-yl)benzoate C1(CC1)COC=1C=C(C(=C(C(=O)[O-])C1)F)C=1SC(=CN1)C